FC(C(CNC(=O)C=1C=C2C=C(N=NC2=C(C1)OC)C)(O)C1=NC(=CC(=C1)C(C)(C)O)C1=CC=C(C=C1)F)(C)F (-)-N-(3,3-difluoro-2-(6-(4-fluorophenyl)-4-(2-hydroxypropan-2-yl)pyridin-2-yl)-2-hydroxybutanYl)-8-methoxy-3-methylcinnoline-6-carboxamide